2-(2-(cyclopropanesulfonamido)thiazol-4-yl)-4-methoxy-N-(5'-methoxy-[3,3'-bipyridin]-6-yl)butanamide C1(CC1)S(=O)(=O)NC=1SC=C(N1)C(C(=O)NC1=CC=C(C=N1)C=1C=NC=C(C1)OC)CCOC